C(C1=CC=CC=C1)OCC1CCC(CC1)C=1SC2=C(N1)C=CC(=C2)NC(=O)C2=NC(=CC=C2)C(F)(F)F N-[2-[4-(benzyloxymethyl)cyclohexyl]-1,3-benzothiazol-6-yl]-6-(trifluoromethyl)pyridine-2-carboxamide